methyl 1-(1-acetyl-4-piperidinyl)-6-oxo-pyridazine-3-carboxylate C(C)(=O)N1CCC(CC1)N1N=C(C=CC1=O)C(=O)OC